4-(benzyl)-1,2,4-triazole C(C1=CC=CC=C1)N1C=NN=C1